OCCCNCCN N-(3-hydroxypropyl)ethylenediamine